NC=1C=C(C=CC1)C(CCC1CC1)(C1=CC=NC=C1)N[S@](=O)C(C)(C)C (R)-N-((-)-1-(3-aminophenyl)-3-cyclopropyl-1-(pyridin-4-yl)propyl)-2-methylpropane-2-sulfinamide